[N+](=O)([O-])C1=CC=C(C=C1)S(=O)(=O)C=1C=C(C=CC1)N1CCN(CC1)C(=O)OC(C)(C)C tert-butyl 4-(3-((4-nitrophenyl)sulfonyl)phenyl)piperazine-1-carboxylate